methyl-2,3-dihydro-1H-indole-3-carboxylic acid CN1CC(C2=CC=CC=C12)C(=O)O